2-Mercaptoethylmethyldimethoxysilan SCC[Si](OC)(OC)C